6-(3-aminopropyl)-2-azaspiro[3.3]Heptane-2-carboxylic acid tert-butyl ester C(C)(C)(C)OC(=O)N1CC2(C1)CC(C2)CCCN